(E)-5'-Methoxy-1-methyl-[3,3'-biindolinylidene]-2,2'-dione COC=1C=C2/C(/C(NC2=CC1)=O)=C/1\C(N(C2=CC=CC=C12)C)=O